ClC=1C=C(C=NC1)OC1CCN(CC1)C(CNC(=O)C1=NNC(=C1)C1=CC=C(C=C1)F)=O 5-(4-Fluoro-phenyl)-1H-pyrazole-3-carboxylic acid {2-[4-(5-chloro-pyridin-3-yloxy)-piperidin-1-yl]-2-oxo-ethyl}-amide